CC1=NN2C(N(C[C@H](C2)CNC(C=C)=O)C2=CC=C(C=C2)C(F)(F)F)=C1 (R)-N-((2-methyl-4-(4-(trifluoromethyl)phenyl)-4,5,6,7-tetrahydropyrazolo[1,5-a]pyrimidin-6-yl)methyl)acrylamide